4-[5-(2-cyclopropyl-5-fluoropyridin-4-yl)-1-{[2-(trimethylsilyl)ethoxy]methyl}pyrazole-3-carbonyl]-4-azaspiro[2.5]octane-7-carboxylic acid C1(CC1)C1=NC=C(C(=C1)C1=CC(=NN1COCC[Si](C)(C)C)C(=O)N1C2(CC2)CC(CC1)C(=O)O)F